N-((2-(2,6-dioxopiperidin-3-yl)-1-oxoisoindolin-5-yl)methyl)-2-phenyl-3-pivaloylaminopropionamide O=C1NC(CCC1N1C(C2=CC=C(C=C2C1)CNC(C(CNC(C(C)(C)C)=O)C1=CC=CC=C1)=O)=O)=O